(5-Acetylpyrimidin-2-yl)-2,6-diazaspiro[3.3]heptane-2-carboxylic acid tert-butyl ester C(C)(C)(C)OC(=O)N1C(C2(C1)CNC2)C2=NC=C(C=N2)C(C)=O